N-chlorophenyl-3-(9-acridinyl)-carbazole ClN1C2=CC=CC=C2C=2C=C(C=C(C12)C1=CC=CC=C1)C=1C2=CC=CC=C2N=C2C=CC=CC12